Cl.[Ir] iridium HCl